1,2-bis(2,8,9-trioxa-5-aza-1-silabicyclo[3.3.3]undecan-1-yl)ethane [Si]12(OCCN(CCO1)CCO2)CC[Si]21OCCN(CCO2)CCO1